methyl (E)-2-[2-[3-(2-fluorophenoxy)phenoxy]phenyl]-3-methoxyacrylate FC1=C(OC=2C=C(OC3=C(C=CC=C3)/C(/C(=O)OC)=C\OC)C=CC2)C=CC=C1